CC(C(CC=C)=O)CCCC(C)(O)C 5,9-dimethyl-9-hydroxy-decene-4-al